S1CCC(=CC1)C1=CC(=NC2=C(N=CC=C12)C1=CC=NN1)N1[C@@H](COCC1)C 4-(3,6-dihydro-2H-thiopyran-4-yl)-2-[(3R)-3-methylmorpholin-4-yl]-8-(1H-pyrazol-5-yl)-1,7-naphthyridine